(R)-1-(3-((5-cyclopentyl-7H-pyrrolo[2,3-d]pyrimidin-4-yl)amino)piperidin-1-yl)prop-2-en-1-one C1(CCCC1)C1=CNC=2N=CN=C(C21)N[C@H]2CN(CCC2)C(C=C)=O